tert-butyl ((1r,3r)-3-(6-chloro-2-oxo-2,3-dihydro-1H-imidazo[4,5-c]pyridin-1-yl)cyclobutyl)carbamate ClC1=CC2=C(C=N1)NC(N2C2CC(C2)NC(OC(C)(C)C)=O)=O